FC=1C(=NC(=NC1)NC1=NC=C(C=C1)N1CC2(C1)CCN(CC2)C)C2=C(C=1C(N(C=C(C1S2)C(C)C)C)=O)C 2-(5-Fluoro-2-((5-(7-methyl-2,7-diazaspiro[3.5]nonan-2-yl)pyridin-2-yl)amino)pyrimidin-4-yl)-7-isopropyl-3,5-dimethylthieno[3,2-c]pyridin-4(5H)-one